C1=CC=CC=2C3=CC=CC=C3N(C12)C1=CC=C(C=C1)N1C2=CC=CC=C2C=2C=CC=CC12 9-(4-(9H-carbazol-9-yl)phenyl)-9H-carbazol